C(C)(C)(C)OC(=O)NC1=NC=CC(=C1)CN([C@H](C(=O)OCC1=CC=CC=C1)C(C)C)C benzyl (S)-2-(((2-((tert-butoxycarbonyl)amino)pyridin-4-yl)methyl) (methyl)amino)-3-methylbutanoate